CC(C(=O)OCOC1=CC(=CC(=C1C1=C(C=CC(=C1)C)C(=C)C)OCOC(C(C)(C)C)=O)C(C)(CCCCCC)C)(C)C ((5'-methyl-4-(2-methyloctan-2-yl)-2'-(prop-1-en-2-yl)-[1,1'-biphenyl]-2,6-diyl)bis(oxy))bis(methylene) bis(2,2-dimethylpropanoate)